CN(C)CC(=O)NC1=NC=C(C=C1)NC=1N=CC2=C(N1)CN(CC2)C2=C(C1=C(OCCN1)N=C2)C (dimethylamino)-N-(5-((7-(8-methyl-2,3-dihydro-1H-pyrido[2,3-b][1,4]oxazin-7-yl)-5,6,7,8-tetrahydropyrido[3,4-d]pyrimidin-2-yl)amino)pyridin-2-yl)acetamide